C(CCC\C=C/C\C=C/CCCCC)O (5Z,8Z)-Tetradeca-5,8-dien-1-ol